2,2-Difluoro-benzol FC1(CC=CC=C1)F